4-(3-chloro-5-fluorophenoxy)-2,5-difluoro-N-(1,2,4-thiadiazol-5-yl)benzene-1-sulfonamide ClC=1C=C(OC2=CC(=C(C=C2F)S(=O)(=O)NC2=NC=NS2)F)C=C(C1)F